NC1=C(SC2=NC(=CC=C21)C)C(=O)N[C@H]2COC1=C(C2)C=CC(=C1)N1C[C@]2(CCCO2)[C@H](C1)N 3-amino-N-[(3R)-7-[(5R,9S)-9-amino-1-oxa-7-azaspiro[4.4]nonan-7-yl]-3,4-dihydro-2H-1-benzopyran-3-yl]-6-methylthieno[2,3-b]pyridine-2-carboxamide